C(CCC)N(C1CC(NC(C1)(C)C)(C)C)C1=NC(=NC(=N1)N(CCCC)C1CC(NC(C1)(C)C)(C)C)NCCCN(CCN(CCCNC1=NC(=NC(=N1)N(CCCC)C1CC(NC(C1)(C)C)(C)C)N(CCCC)C1CC(NC(C1)(C)C)(C)C)C1=NC(=NC(=N1)N(CCCC)C1CC(NC(C1)(C)C)(C)C)N(CCCC)C1CC(NC(C1)(C)C)(C)C)C1=NC(=NC(=N1)N(CCCC)C1CC(NC(C1)(C)C)(C)C)N(CCCC)C1CC(NC(C1)(C)C)(C)C 1,5,8,12-tetrakis[2,4-bis(N-butyl-N-(2,2,6,6-tetramethyl-4-piperidinyl)amino)-s-triazin-6-yl]-1,5,8,12-tetraazadodecane